N2,N2-bis(4-methoxybenzyl)-3-nitro-N4-((5-(pyrrolidin-1-ylmethyl)thiophen-2-yl)methyl)quinoline-2,4-diamine COC1=CC=C(CN(C2=NC3=CC=CC=C3C(=C2[N+](=O)[O-])NCC=2SC(=CC2)CN2CCCC2)CC2=CC=C(C=C2)OC)C=C1